(2S,6r)-2,6-dimethylpiperidine C[C@@H]1N[C@@H](CCC1)C